COC(=O)N1[C@H](CCC2=C3C(=CC=C12)N(C(=N3)C(O)C3=CC=C(C=C3)Cl)[C@H]3C[C@@H](CCC3)C(=O)OC)C (7S)-2-[(4-chlorophenyl)(hydroxy)methyl]-3-[(1R,3R)-3-(methoxycarbonyl)cyclohexyl]-7-methyl-3H,6H,7H,8H,9H-imidazo[4,5-f]quinoline-6-carboxylic acid methyl ester